1-hydroxy-4-methyl-6-(2,4,4-trimethylpentyl)pyridin-2(1H)-one ON1C(C=C(C=C1CC(CC(C)(C)C)C)C)=O